2,3,6-trichlorophenoxyacetic acid ClC1=C(OCC(=O)O)C(=CC=C1Cl)Cl